2-(2-methyl-4-(2-oxa-6-azaspiro[3.3]heptane-6-yl)phenyl)spiro[3.3]heptane-2,6-diamine CC1=C(C=CC(=C1)N1CC2(COC2)C1)C1(CC2(C1)CC(C2)N)N